(S,E)-14-(3-hydroxy-1-propen-1-yl)-7-ethyl-7-hydroxy-10,13-dihydro-11H-[1,3]dioxolano[4,5-g]pyrano[3',4':6,7]indolizino[1,2-b]quinoline OC/C=C/C1=C2C(=NC=3C=C4C(=CC13)OCO4)C4=CC1=C(CN4C2)COC[C@]1(O)CC